7,7-difluoro-6-(1-(4-fluorophenyl)-6-methyl-1H-indazol-5-yl)-3-azabicyclo[4.1.0]heptane-3-carboxylic acid tert-butyl ester C(C)(C)(C)OC(=O)N1CC2C(C2(CC1)C=1C=C2C=NN(C2=CC1C)C1=CC=C(C=C1)F)(F)F